(2r,5s)-5-[2-(4-chloro-3-fluorophenoxy)acetamido]-2-({[5-(trifluoromethyl)-1,2-oxazol-3-yl]methyl}carbamoyl)piperidine-1-carboxylic acid tert-butyl ester C(C)(C)(C)OC(=O)N1[C@H](CC[C@@H](C1)NC(COC1=CC(=C(C=C1)Cl)F)=O)C(NCC1=NOC(=C1)C(F)(F)F)=O